1-(7-amino-3,4-dihydroisoquinolin-2(1H)-yl)ethanone NC1=CC=C2CCN(CC2=C1)C(C)=O